COC(CC(C1=C(C2=C(N(N=N2)CCOCCOC2CCNCC2)C=C1)C)N1CC2=CC(=CC=C2CC1)C(=O)O)=O 2-(3-methoxy-1-(4-methyl-1-(2-(2-(piperidin-4-yloxy)ethoxy)ethyl)-1H-benzo[d][1,2,3]triazol-5-yl)-3-oxopropyl)-1,2,3,4-tetrahydroisoquinoline-7-carboxylic acid